C(C)OC(=O)C1=NN2C(N=C(C=C2C(F)(F)F)Br)=C1.C12(CC3CC(CC(C1)C3)C2)NC2=NC=3N(C(=C2)C(F)(F)F)N=C(C3)C(=O)OCC ethyl 5-(1-adamantylamino)-7-(trifluoromethyl)pyrazolo[1,5-a]pyrimidine-2-carboxylate Ethyl-5-bromo-7-(trifluoromethyl)pyrazolo[1,5-a]pyrimidine-2-carboxylate